(R)-N-(4-morpholinobutyl)-N-(((S)-5,6,7,8-tetrahydro-1,6-naphthyridin-7-yl)methyl)-5,6,7,8-tetrahydroquinolin-8-amine O1CCN(CC1)CCCCN([C@@H]1CCCC=2C=CC=NC12)C[C@H]1NCC=2C=CC=NC2C1